(R)-3-((benzyloxy)carbonyl)-5,5-dimethylthiazolidine-4-carboxylic acid C(C1=CC=CC=C1)OC(=O)N1CSC([C@H]1C(=O)O)(C)C